((Z)-1-propenyl)-boronic acid pinacol ester C(=C/C)/B1OC(C)(C)C(C)(C)O1